FC1=C(C=CC(=C1)F)NC=1C(C(C1NCC1=NC=C(C=C1)C1=NOC(=N1)C(F)(F)F)=O)=O 3-((2,4-difluorophenyl)amino)-4-(((5-(5-(trifluoromethyl)-1,2,4-oxadiazol-3-yl)pyridin-2-yl)methyl)amino)cyclobut-3-ene-1,2-dione